C1(CC1)C1=C(C(=NO1)C1=C(C=CC=C1Cl)Cl)COC=1N=CC(=NC1)C1(CC(C1)C1=CC(=CC=C1)SC1=CC=CC=C1)O 1-(5-((5-Cyclopropyl-3-(2,6-dichlorophenyl)isoxazol-4-yl)methoxy)pyrazin-2-yl)-3-(3-(Phenylthio)phenyl)cyclobutanol